3-(chloromethyl)-4-(3-fluorophenyl)-1,2,4-triazole ClCC1=NN=CN1C1=CC(=CC=C1)F